6-(1-methyl-1H-pyrazol-4-yl)-4-(6-(4-((3S,4R)-1-methyl-4-phenylpyrrolidine-3-carbonyl)piperazin-1-yl)pyridin-3-yl)pyrazolo[1,5-a]pyrazine-3-carbonitrile CN1N=CC(=C1)C=1N=C(C=2N(C1)N=CC2C#N)C=2C=NC(=CC2)N2CCN(CC2)C(=O)[C@@H]2CN(C[C@H]2C2=CC=CC=C2)C